NCCC1OCC(O1)C 5-aminoethyl-2-methyl-1,4-dioxolane